2,3,5,6-tetra-mercaptoterephthalic acid SC1=C(C(=O)O)C(=C(C(=C1S)C(=O)O)S)S